6,7-difluoro-1-(2-hydroxy-2-methylpropyl)-1H-benzo[d][1,2,3]triazol-5-yl-3-fluoro-[1,1'-biphenyl]-4-carbonitrile FC=1C(=CC2=C(N(N=N2)CC(C)(C)O)C1F)C1=C(C=CC(=C1F)C#N)C1=CC=CC=C1